[Cl-].C(CCCCCC)[NH+]1CCCC1 N-heptyl-pyrrolidinium chloride